(2S,3R)-N-(3-((5-chloropyrimidin-2-yl)amino)-4-methylphenyl)-2-hydroxy-4-phenyl-3-(2-(quinolin-8-yl)-1H-benzo[d]imidazol-1-yl)butanamide hydrochloride Cl.ClC=1C=NC(=NC1)NC=1C=C(C=CC1C)NC([C@H]([C@@H](CC1=CC=CC=C1)N1C(=NC2=C1C=CC=C2)C=2C=CC=C1C=CC=NC21)O)=O